[Si](C1=CC=CC=C1)(C1=CC=CC=C1)(C(C)(C)C)OC[C@H]1N(CC1)CCCOCCC(=O)OC(C)(C)C tert-butyl (S)-3-(3-(2-(((tert-butyldiphenylsilyl)oxy)methyl)azetidin-1-yl)propoxy)propanoate